SC=1N=C(NC1)CCCS(=O)(=O)[O-].[Na+] sodium mercaptoimidazole-propanesulfonate